ClC1=CC=C(C=C1)[C@@H](C(=O)O)NC(=O)C1=C(C(=NN1)C1=CC=C(C=C1)OC)O (S)-2-(4-chlorophenyl)-2-(4-hydroxy-3-(4-methoxyphenyl)-1H-pyrazole-5-carboxamido)acetic acid